C(C)[C@@H]1N(C[C@H](N(C1)C(C)C=1C=NC(=CC1)C)CC)C=1C=2C(N(C(C1)=O)C)=CN(N2)CC#N 2-(7-((2S,5R)-2,5-diethyl-4-(1-(6-methylpyridin-3-yl)ethyl)piperazin-1-yl)-4-methyl-5-oxo-4,5-dihydro-2H-pyrazolo[4,3-b]pyridin-2-yl)acetonitrile